3-(3-(1H-Benzo[d][1,2,3]triazol-5-yl)isoxazol-5-yl)-5-(4-(isopropylsulfonyl)benzeneyl)pyrazin-2-amine N1N=NC2=C1C=CC(=C2)C2=NOC(=C2)C=2C(=NC=C(N2)C2=CC=C(C=C2)S(=O)(=O)C(C)C)N